(Z)-2-(4-(pyridin-3-yl)butyl)thiazole-4-carbaldehyde oxime N1=CC(=CC=C1)CCCCC=1SC=C(N1)\C=N/O